C(C1=CC=CC=C1)N([C@@H](C)C(=O)O)C([C@@H](CCC1=CC=CC=C1)NCCC1=CC=C(C=C1)NC(C)=O)=O benzyl-((R)-2-((4-acetamidophenylethyl)amino)-4-phenylbutyryl)-L-alanine